(1-(3-bromo-4-(4-cyano-3-fluorophenyl)pyridin-2-yl)piperidin-4-yl)carbamic acid tert-butyl ester C(C)(C)(C)OC(NC1CCN(CC1)C1=NC=CC(=C1Br)C1=CC(=C(C=C1)C#N)F)=O